C(\C=C\C=C\C)(=O)[O-].[Be+2].C(\C=C\C=C\C)(=O)[O-] beryllium sorbate